2-(1-hydroxyethyl)imidazo[4,5-d]pyrrolo[2,3-b]pyridine OC(C)C=1N=C2C(=C3C(N=C2)=NC=C3)N1